C(C)(=O)OC1=C2C(=CNC2=CC=C1)C(C(=O)N)=O 3-(2-amino-2-oxoacetyl)-1H-indol-4-yl acetate